CN(C)CC1(CC1)COC=1N=C(C2=C(N1)CN(C2)C(=O)C2=CC(=CC1=CC=CC(=C21)I)O)N2CC(CCC2)C (2-((1-((dimethylamino)methyl)cyclopropyl)methoxy)-4-(3-methylpiperidin-1-yl)-5,7-dihydro-6H-pyrrolo[3,4-d]pyrimidin-6-yl)(3-hydroxy-8-iodonaphthalen-1-yl)methanone